N-((1-fluorocyclobutyl)methyl)-5-(3-methylimidazo[1,2-b]pyridazin-6-yl)-7H-pyrrolo[2,3-d]pyrimidin-2-amine FC1(CCC1)CNC=1N=CC2=C(N1)NC=C2C=2C=CC=1N(N2)C(=CN1)C